[O-]CCC.[O-]CCC.C(CCCCCCC)[Sn+2]CCCCCCCC dioctyltin dipropoxide